6-(2-(4-(ethoxymethyl)-4-phenethylpiperidin-1-yl)ethyl)benzo[d]oxazol-2(3H)-one citrate C(CC(O)(C(=O)O)CC(=O)O)(=O)O.C(C)OCC1(CCN(CC1)CCC1=CC2=C(NC(O2)=O)C=C1)CCC1=CC=CC=C1